The molecule is a tetrol consisting of 1-iminohexane with four hydroxy substituents placed at positions 2, 3, 4 and 5. It is a tetrol and an aldimine. It derives from a hydride of a hexane. CC(C(C(C(C=N)O)O)O)O